N-((1r,4r)-4-((3-(4-(1H-pyrazol-1-yl)phenyl)-2-oxo-2,3-dihydro-1H-benzo[d]imidazol-1-yl)methyl)cyclohexyl)-5-chloro-2-methylnicotinamide N1(N=CC=C1)C1=CC=C(C=C1)N1C(N(C2=C1C=CC=C2)CC2CCC(CC2)NC(C2=C(N=CC(=C2)Cl)C)=O)=O